C(#N)N1CC(CC1)NC(=O)NC1=C(C=C(C=C1)Cl)Cl 1-(1-cyanopyrrolidin-3-yl)-3-(2,4-dichlorophenyl)urea